CC1=CC=C(C=C1)S(=O)(=O)OC[C@@](C1CCCC1)(C1=CC=CC=C1)O (R)-2-hydroxy-2-phenyl-2-cyclopentylethanol p-toluenesulfonate